N1C=NC=2C1=CC=1N=CC=NC1C2 1H-Imidazo(4,5-g)quinoxaline